(o-phenylbenzoyl)-2-iodobenzene C1(=CC=CC=C1)C1=C(C(=O)C2=C(C=CC=C2)I)C=CC=C1